4-(1-((2-(trimethylsilyl)ethoxy)methyl)-1H-pyrazol-4-yl)benzoic acid C[Si](CCOCN1N=CC(=C1)C1=CC=C(C(=O)O)C=C1)(C)C